5-(1-((7-ethyl-6-carbonyl-5,6-dihydro-1,5-naphthyridin-3-yl)methyl)-1,2,3,6-tetrahydropyridin-4-yl)-N-methylsulfanyl-azole-2-carboxamide C(C)C=1C(NC=2C=C(C=NC2C1)CN1CCC(=CC1)C1=CC=C(N1)C(=O)NSC)=C=O